4-chloro-6-[(2,2,3,3-tetrafluoropropyl)oxy]N-methyl-1,3,5-triazin-2-amine ClC1=NC(=NC(=N1)OCC(C(F)F)(F)F)NC